monoethoxy(pentafluoro)cyclotriphosphazene di-tert-butyl-2,2'-azanediyldiacetate C(C)(C)(C)C(C(=O)O)NC(C(=O)O)C(C)(C)C.C(C)OP1(=NP(=NP(=N1)(F)F)(F)F)F